octylsulfonate tetrabutylphosphonium salt C(CCC)[P+](CCCC)(CCCC)CCCC.C(CCCCCCC)S(=O)(=O)[O-]